NC1=NC(=C(C(=N1)NCCCC)CC=1C=C(C=CC1OC)CO)C (3-((2-amino-4-(butylamino)-6-methylpyrimidin-5-yl)methyl)-4-methoxyphenyl)-methanol